O1CC(CC1)=O 4,5-dihydro-3(2H)-furanone